2-((3-(3-chloro-4-methyl-6,7,8,9-tetrahydropyrido[3',2':4,5]pyrrolo[1,2-a]pyrazine-7-carbonyl)phenoxy)methyl)azetidin ClC1=C(C=2C=C3N(CCN(C3)C(=O)C=3C=C(OCC4NCC4)C=CC3)C2N=C1)C